C1(CC1)NC([C@@H](CCCOC1=C(C(=C(C=C1)Cl)Cl)C(C1=CN=C2C(=NC=NN21)SC)O)NC(OC(C)(C)C)=O)=O tert-butyl ((2R)-1-(cyclopropylamino)-5-(3,4-dichloro-2-(hydroxy(4-(methylthio)imidazo[2,1-f][1,2,4]triazin-7-yl)methyl)phenoxy)-1-oxopentan-2-yl)carbamate